2-methyl-butyric acid methyl ester COC(C(CC)C)=O